(+)-1-methyl-4-[4-(5-methyl-1,3-benzoxazol-2-yl)piperidin-1-yl]-2-oxo-7-{[(3S)-oxolan-3-yl]oxy}-1,2-dihydroquinoline-3-carboxamide CN1C(C(=C(C2=CC=C(C=C12)O[C@@H]1COCC1)N1CCC(CC1)C=1OC2=C(N1)C=C(C=C2)C)C(=O)N)=O